CC1=C(C=CC(=C1)F)C1C(C2=C(CCC1)C=C(C=C2)C(=O)OC)=O methyl 6-(2-methyl-4-fluorophenyl)-5-oxo-6,7,8,9-tetrahydro-5H-benzo[7]annulene-2-carboxylate